(7S)-2-(((1-(bicyclo[2.2.1]hept-2-ylmethyl)-1H-pyrazol-4-yl)methyl)amino)-4,7,8-trimethyl-7,8-dihydropteridin-6(5H)-one C12C(CC(CC1)C2)CN2N=CC(=C2)CNC2=NC=1N([C@H](C(NC1C(=N2)C)=O)C)C